C(C)(=O)O[C@@H]1[C@H](OC([C@H]([C@H]1OC(C)=O)NC(CN=[N+]=[N-])=O)N)COC(C)=O (2R,3S,4R,5S)-2-(acetoxymethyl)-6-amino-5-(2-azidoacetamido)-tetrahydro-2H-pyran-3,4-diyl diacetate